OC1CCO1 1-hydroxy-1,3-propylene oxide